ClC=1C=CC(=NC1C(F)(F)F)[C@H](NC(=O)[C@@H]1CNC(O1)=O)C1CCC(CC1)(F)F |o1:11| (S)-N-((R or S)-(5-chloro-6-(trifluoromethyl)pyridin-2-yl)(4,4-difluoro-cyclohexyl)methyl)-2-oxooxazolidine-5-carboxamide